ClC1=C(C(=O)NCC2=C(C=CC(=C2)F)C(=O)N2CC(CC2)(F)F)C=C(C=C1)C=1C=CC=2N(N1)C=C(N2)NC(C)=O 2-chloro-N-{[2-(3,3-difluoropyrrolidine-1-carbonyl)-5-fluorophenyl]methyl}-5-{2-acetamidoimidazo[1,2-b]pyridazin-6-yl}benzamide